methyl 2-((3r,5r,7r)-adamantan-1-yl)-3-hydroxy-4-(3-methoxyphenyl)butanoate C12(CC3CC(CC(C1)C3)C2)C(C(=O)OC)C(CC2=CC(=CC=C2)OC)O